C(C)N(C(C1=C(C=CC(=C1)F)C=1C=2N(C=C(C1)C1CN(C1)[C@H](CN1CCN(CC1)C)C(C)C)C(=NC2)C)=O)C(C)C N-ethyl-5-fluoro-2-(3-methyl-6-{1-[(2S)-3-methyl-1-(4-methylpiperazin-1-yl)butan-2-yl]azetidin-3-yl}imidazo[1,5-a]pyridin-8-yl)-N-(isopropyl)benzamide